6-(2-METHYL-1-(TRIFLUOROMETHYL)-1H-IMIDAZOL-4-YL)-N-(1-METHYL-1H-INDAZOL-7-YL)PYRIDINE-3-SULFONAMIDE CC=1N(C=C(N1)C1=CC=C(C=N1)S(=O)(=O)NC=1C=CC=C2C=NN(C12)C)C(F)(F)F